(1-(difluoromethyl)-2-oxo-1,2-dihydropyridin-4-yl)carbamic acid tert-butyl ester C(C)(C)(C)OC(NC1=CC(N(C=C1)C(F)F)=O)=O